N-(5-(5-(2-methoxy-2-methylpropoxy)benzo[d]oxazol-2-yl)-8-(methylamino)-2,7-naphthyridin-3-yl)cyclopropanecarboxamide COC(COC=1C=CC2=C(N=C(O2)C2=C3C=C(N=CC3=C(N=C2)NC)NC(=O)C2CC2)C1)(C)C